(S)-2-amino-2-((1S,3R)-3-(biphenyl-4-ylmethylamino)cyclopentyl)-6-boronohexanoic acid N[C@@](C(=O)O)(CCCCB(O)O)[C@@H]1C[C@@H](CC1)NCC1=CC=C(C=C1)C1=CC=CC=C1